CN(C)CC1=CC=C(C=C1)O p-(dimethylaminomethyl)phenol